C(C)(C)NC(O[C@H]1C[C@H](CC1)C=1N(N=C(C1)NC(CC1=CC(=C(C=C1)C=O)OCC1=CC=C(C=C1)OC)=O)C(C)(C)C)=O (1R,3S)-3-[2-tert-butyl-5-(2-{4-formyl-3-[(4-methoxyphenyl)methoxy] phenyl}acetamido)pyrazol-3-yl]cyclopentyl N-isopropylcarbamate